FC(C1CCC(CC1)NC(=O)C=1C=CC2=C(C=3N(CCO2)C=NC3)C1)(F)F N-((1r,4r)-4-(trifluoromethyl)cyclohexyl)-5,6-dihydrobenzo[f]imidazo[1,5-d][1,4]oxazepine-10-carboxamide